6-(4-chlorobenzyl)-8-(morpholin-4-yl)-3-[2-(tetrahydro-2H-pyran-4-yl)ethyl]pyrido[2,3-d][1,2,4]triazolo[4,3-b]pyridazine ClC1=CC=C(CC=2C3=C(C=4N(N2)C(=NN4)CCC4CCOCC4)N=CC(=C3)N3CCOCC3)C=C1